O1CC(CC1)C1=CC=C(C(=N1)N1C(C[C@@H](C1)C)(C)C)C(=O)N 6-tetrahydrofuran-3-yl-2-[(4S)-2,2,4-trimethylpyrrolidin-1-yl]pyridin-3-carboxamid